ethyl 3-((diisobutoxyphosphorothioyl)thio)propanoate C(C(C)C)OP(=S)(OCC(C)C)SCCC(=O)OCC